C1(=CC=C(C=C1)CC(C=C(C(=O)O)C)NC(=O)OC(C)(C)C)C1=CC=CC=C1 5-(biphenyl-4-yl)-4-[(tert-butoxycarbonyl)amino]-2-methylpentenic acid